ClC=1C=CC2=C(N=C(O2)C2CC3(CC(C3)NC(=O)C3CS(C3)(=O)=O)C2)C1 N-[6-(5-chloro-1,3-benzoxazol-2-yl)spiro[3.3]heptan-2-yl]-1,1-dioxo-thietane-3-carboxamide